FC1CN(CC1)CCC=O 3-(3-fluoropyrrolidin-1-yl)propan-1-one